(4-benzylsulfanyl-2-methyl-phenyl)-5-bromo-N4-isopropyl-pyrimidine-2,4-diamine C(C1=CC=CC=C1)SC1=CC(=C(C=C1)C1=C(C(=NC(=N1)N)NC(C)C)Br)C